(2s,4R)-4-CYANOPYRROLIDINE-2-CARBOXYLIC ACID C(#N)[C@@H]1C[C@H](NC1)C(=O)O